CC(C)(CCCC(C)C)OC(C1=CC=C(C=C1)OC)=O 2,6-Dimethylheptan-2-yl-4-methoxybenzoat